C[C@H]1CN(CCN1C)C1=C(C=C(C(=C1)OC)NC1=NC=NC(=C1)N1OCC[C@@H]1C1=CC(=CC=C1)C(F)(F)F)NC(C=C)=O N-(2-((S)-3,4-dimethylpiperazin-1-yl)-4-methoxy-5-((6-((R)-3-(3-(trifluoromethyl)phenyl)isooxazolidin-2-yl)pyrimidin-4-yl)amino)phenyl)acrylamide